(R)-1-(7-(8-Ethyl-7-fluoro-3-(methoxymethoxy)naphthalen-1-yl)-8-fluoro-2-(methylsulfonyl)pyrido[4,3-d]pyrimidin-4-yl)-3-methylpiperidin-3-ol C(C)C=1C(=CC=C2C=C(C=C(C12)C1=C(C=2N=C(N=C(C2C=N1)N1C[C@@](CCC1)(O)C)S(=O)(=O)C)F)OCOC)F